ClC1=C(C=CC=C1)C=1N=C(SC1)NC(=O)C1CCC(CC1)=O N-(4-(2-chlorophenyl)thiazol-2-yl)-4-oxocyclohexane-1-carboxamide